C(C)(C)C=1C=NN(C1)C1(CN(C1)C=1C=2N(C=CC1)N=C(N2)NC=2C=NN(C2)CC(=O)N2CCN(CC2)C)CC#N 2-[3-(4-isopropylpyrazol-1-yl)-1-[2-[[1-[2-(4-methylpiperazin-1-yl)-2-oxo-ethyl]pyrazol-4-yl]amino]-[1,2,4]triazolo[1,5-a]pyridin-8-yl]azetidin-3-yl]acetonitrile